methyl (S)-2-(4-(3-(tert-butoxy)-2-((tert-butoxy-carbonyl)amino)-3-oxopropyl)phenyl)oxazol-4-carboxylate C(C)(C)(C)OC([C@H](CC1=CC=C(C=C1)C=1OC=C(N1)C(=O)OC)NC(=O)OC(C)(C)C)=O